FS(=O)(=O)[N-]S(=O)(=O)F bis(fluorosulfonyl)azanide